(E)-N-(3-((4R,5S)-5-amino-7-ethyl-6-oxo-1-phenyl-4,5,6,7-tetrahydro-1H-pyrazolo[3,4-b]pyridin-4-yl)phenyl)-2-((4-(oxetan-3-yl)piperazin-1-yl)methyl)but-2-enamide N[C@H]1[C@@H](C2=C(N(C1=O)CC)N(N=C2)C2=CC=CC=C2)C=2C=C(C=CC2)NC(\C(=C\C)\CN2CCN(CC2)C2COC2)=O